tert-butyl (E)-(1-((1-(dimethylamino)ethylidene)carbamoyl) cyclopropyl)(methyl)carbamate CN(\C(\C)=N\C(=O)C1(CC1)N(C(OC(C)(C)C)=O)C)C